C(C=C)(=O)OCC(CCCCC1=CC=CC=C1)OC(C=C)=O 6-phenylhexane-1,2-diol diacrylate